C1(CC1)S(=O)(=O)N1CCN(CC1)CC1=C(C=C(N)C=C1)C(F)(F)F 4-((4-(cyclopropylsulfonyl)piperazin-1-yl)methyl)-3-(trifluoromethyl)aniline